2,4,6-tris(4-hydroxyphenylmethyl)-1,3-benzenediol OC1=CC=C(C=C1)CC1=C(C(=CC(=C1O)CC1=CC=C(C=C1)O)CC1=CC=C(C=C1)O)O